2-(3-(((1R,3S,4S,5R)-7,7-difluoro-4-methoxy-1-methyl-8-azabicyclo[3.2.1]octan-3-yl)oxy)-1,2,4-triazin-6-yl)-5-(1H-imidazol-1-yl)phenol FC1(C[C@@H]2[C@@H]([C@H](C[C@]1(N2)C)OC=2N=NC(=CN2)C2=C(C=C(C=C2)N2C=NC=C2)O)OC)F